7-(2-chloro-5-(1-(1-(4-fluorophenyl)ethyl)-1H-pyrazol-4-yl)pyridin-3-yl)-[1,2,4]triazolo[1,5-a]pyridin-2-amine ClC1=NC=C(C=C1C1=CC=2N(C=C1)N=C(N2)N)C=2C=NN(C2)C(C)C2=CC=C(C=C2)F